ethyl (2S)-2-[4-chloro-2-(5-cyclopropyl-4-butoxy-4,5-dihydroisoxazol-3-yl)phenoxy]propanoate ClC1=CC(=C(O[C@H](C(=O)OCC)C)C=C1)C1=NOC(C1OCCCC)C1CC1